p-bis(chloromethyl)biphenyl ClCC1(CC=C(C=C1)CCl)C1=CC=CC=C1